(3-fluorophenyl)-N-methyl-N-phenyl-[1,2,4]triazolo[4,3-a]quinazolin-5-amine FC=1C=C(C=CC1)C1=NN=C2N1C1=CC=CC=C1C(=N2)N(C2=CC=CC=C2)C